2-(ethylamino)ethan-1-one 9-(4,4,5,5-tetramethyl-1,3,2-dioxaborolan-2-yl)-6,7-dihydro-5H-benzo[7]annulen-3-yl-pivalate CC1(OB(OC1(C)C)C1=CCCCC2=C1C=CC(=C2)CC(C(=O)O)(C)C)C.C(C)NCC=O